N-(5-isoxazol-4-yl-3-methoxy-pyrazin-2-yl)-5-methyl-3-phenyl-isoxazole-4-carboxamide O1N=CC(=C1)C=1N=C(C(=NC1)NC(=O)C=1C(=NOC1C)C1=CC=CC=C1)OC